3-amino-9-chloro-4-(7-fluoro-1H-indazol-4-yl)-1H-benzo[h]quinolin-2-one NC=1C(NC2=C3C(=CC=C2C1C1=C2C=NNC2=C(C=C1)F)C=CC(=C3)Cl)=O